(R)-5-(4-((7-cyclopropyl-6-oxo-5,6-dihydro-1,5-naphthyridin-3-yl)methyl-d2)Piperazin-1-yl)-N-(tetrahydrofuran-3-yl)picolinamide C1(CC1)C=1C(NC=2C=C(C=NC2C1)C(N1CCN(CC1)C=1C=CC(=NC1)C(=O)N[C@H]1COCC1)([2H])[2H])=O